C(C)(C)N(C(C)C)[Si](C(C(F)(F)F)(F)F)(C(C(F)(F)F)(F)F)N(C(C)C)C(C)C bis-diisopropylamino-bis-pentafluoroethyl-silane